NN1CCN(CC1)C1=CC=C(C=2OCCOC21)C 5-(4-aminopiperazin-1-yl)-8-methyl-2,3-dihydro-1,4-benzodioxine